2,4-bis(2,4-dimethylphenyl)-6-[2-hydroxy-4-(β-benzyloxy-2-hydroxy-propyloxy)phenyl]-s-triazine CC1=C(C=CC(=C1)C)C1=NC(=NC(=N1)C1=C(C=C(C=C1)C)C)C1=C(C=C(C=C1)OCC(C)(O)OCC1=CC=CC=C1)O